(1S,5R)-1-(2-chloro-4-fluorophenyl)-3-(5-(methoxymethyl)-4-(6-methoxypyridin-3-yl)-4H-1,2,4-triazol-3-yl)-3-azabicyclo[3.1.0]hexane ClC1=C(C=CC(=C1)F)[C@]12CN(C[C@@H]2C1)C1=NN=C(N1C=1C=NC(=CC1)OC)COC